4-morpholino-N-[(E)-m-tolylmethyleneamino]-6-(3-pyridyl)thieno[3,2-d]pyrimidin-2-amine O1CCN(CC1)C=1C2=C(N=C(N1)N/N=C/C=1C=C(C=CC1)C)C=C(S2)C=2C=NC=CC2